COC1=C(C=C(C(=C1)OC)[N+](=O)[O-])NC1=NC=C(C(=N1)NC=1C=C(C=CC1OC)NC(C(F)(F)F)=O)OC (3-((2-((2,4-dimethoxy-5-nitrophenyl)amino)-5-methoxypyrimidin-4-yl)amino)-4-methoxyphenyl)-2,2,2-trifluoroacetamide